(S)-N-((R)-2-(Difluoromethoxy)-1-(3-(difluoromethoxy)phenyl)ethyl)-3-(1-ethylcyclopropyl)-3-hydroxypropanamid FC(OC[C@@H](C1=CC(=CC=C1)OC(F)F)NC(C[C@H](O)C1(CC1)CC)=O)F